tert-butyl 3-chloro-2-((4-chloro-2-fluorobenzyl) oxy)-5,6-dihydro-1,7-naphthyridine-7(8H)-carboxylate ClC=1C(=NC=2CN(CCC2C1)C(=O)OC(C)(C)C)OCC1=C(C=C(C=C1)Cl)F